1,3-Didecylbenzimidazolium methanesulfonate CS(=O)(=O)[O-].C(CCCCCCCCC)[N+]1=CN(C2=C1C=CC=C2)CCCCCCCCCC